2-(6-chloro-3-ethylsulfanyl-2-pyridyl)-3-methyl-6-(trifluoromethyl)imidazo[4,5-c]pyridine ClC1=CC=C(C(=N1)C1=NC2=C(C=NC(=C2)C(F)(F)F)N1C)SCC